2-(4-(1-(1-propenylpiperidin-3-yl)-5-aminoimidazo[1,5-c]pyrimidin-3-yl)-2-fluorophenoxy)nicotinonitrile C(=CC)N1CC(CCC1)C=1N=C(N2C(=NC=CC21)N)C2=CC(=C(OC1=C(C#N)C=CC=N1)C=C2)F